2-(2-(2,5-dichloropyrimidin-4-yl)-3-methylthieno[3,2-b]pyridin-6-yl)propan-2-ol ClC1=NC=C(C(=N1)C1=C(C2=NC=C(C=C2S1)C(C)(C)O)C)Cl